2,2'-bis(dibromomethyl)-4,4'-difluoro-1,1'-biphenyl BrC(C1=C(C=CC(=C1)F)C1=C(C=C(C=C1)F)C(Br)Br)Br